di(dimethylaminopropyl)-2-hydroxyethyl-amine CN(C)CCCN(CCO)CCCN(C)C